5-[(1-methyl-1H-imidazol-2-yl)sulfonylamino]-1,3-thiazole-4-carboxylic acid CN1C(=NC=C1)S(=O)(=O)NC1=C(N=CS1)C(=O)O